[Mn].[N+](=O)([O-])C1=C(C2=C(NN=N2)C=C1)NC(C)=O 5-nitro-4-acetamidobenzotriazol manganese